FC(CC1=CC=C(C=C1)NC1CCC(CC1)N)(F)F N1-(4-(2,2,2-trifluoroethyl)phenyl)cyclohexane-1,4-diamine